(Z)-2-methylbut-2-enoyl chloride C/C(/C(=O)Cl)=C/C